C(CCC(C)(C)C)N neoheptylamine